BrC1=C(C=CC=C1)CC 1-(2-bromophenyl)ethan